The molecule is a monohydroxybenzoic acid that is 4-hydroxybenzoic acid bearing an additional dimethylallyl substituent at position 3. It has a role as a plant metabolite. It is a conjugate acid of a 3-dimethylallyl-4-hydroxybenzoate. CC(=CCC1=C(C=CC(=C1)C(=O)O)O)C